S(=O)(=O)(O)O.C[Hg]C dimethyl-mercury sulfate